ClC=1N=C2C(=C(C(N(C2=CC1)C)=O)C#N)N1C[C@H]([C@H](CC1)NC1=CC=C(C=C1)F)C 6-chloro-4-((3r,4s)-4-(4-fluoroanilino)-3-methyl-1-piperidinyl)-1-methyl-2-oxo-1,2-dihydro-1,5-naphthyridine-3-carbonitrile